C1(=CC=CC=C1)N1NC(=CC1C1=CC=C(C=C1)OC)C=CC1=CC=C(C=C1)OC 1-phenyl-3-(4-methoxystyryl)-5-(4-methoxy-phenyl)-pyrazoline